COCS(=O)(=O)C1=C(C=C(C=C1)B1OC(C(O1)(C)C)(C)C)C 2-[4-(methoxymethylsulfonyl)-3-methyl-phenyl]-4,4,5,5-tetramethyl-1,3,2-dioxaborolane